N-(4-(5-(difluoromethyl)-1,3,4-oxadiazol-2-yl)-2-fluorobenzyl)-7-methyl-N-phenyl-7-azaspiro[3.5]nonane-2-thioamide FC(C1=NN=C(O1)C1=CC(=C(CN(C(=S)C2CC3(C2)CCN(CC3)C)C3=CC=CC=C3)C=C1)F)F